[Si](C)(C)(C(C)(C)C)OCC=1N=C(SC1S(=O)(=O)NC(NC1=C(C(=C(C=C1C1CCOCC1)C#N)F)C(C)C)=O)C(C)(C)O 3-(4-[[(tert-butyldimethylsilyl)oxy]methyl]-2-(2-hydroxypropan-2-yl)-1,3-thiazole-5-sulfonyl)-1-[4-cyano-3-fluoro-6-(oxan-4-yl)-2-(propan-2-yl)phenyl]urea